(3R-trans)-3-(2,6-dihydroxy-4-pentylphenyl)-4-(1-methylethenyl)-1-cyclohexene OC1=C(C(=CC(=C1)CCCCC)O)[C@@H]1C=CCC[C@H]1C(=C)C